5-fluoro-4-methoxy-1H-indole-2-carboxylic acid ethyl ester C(C)OC(=O)C=1NC2=CC=C(C(=C2C1)OC)F